ClC=1C(=NC(=NC1)NC=1C=C(C=C(C1)C1CC1)N1CCC(CC1)N(C[C@H](C)O)C)C1=CNC2=CC=CC=C12 (S)-1-((1-(3-((5-chloro-4-(1H-indol-3-yl)pyrimidin-2-yl)amino)-5-cyclopropylphenyl)piperidine-4-yl)(methyl)amino)propan-2-ol